6-(1-{(3'R)-2-[6-amino-5-(trifluoromethyl)pyridin-3-yl]-6,7-dihydrospiro[pyrazolo[5,1-c][1,4]oxazine-4,3'-pyrrolidin]-1'-yl}ethyl)pyridin-2-ol NC1=C(C=C(C=N1)C1=NN2C(=C1)[C@@]1(CN(CC1)C(C)C1=CC=CC(=N1)O)OCC2)C(F)(F)F